5'-chloro-N-ethyl-7'-oxo-N-propyl-7',8'-dihydro-6'H-spiro[cyclohexane-1,9'-furo[2,3-f]quinazoline]-2'-carboxamide ClC=1C=C2C(=C3C4(NC(NC13)=O)CCCCC4)OC(=C2)C(=O)N(CCC)CC